(7R,14R)-11-((1,2,4-thiadiazol-5-yl)ethynyl)-1-(difluoromethoxy)-6-(methyl-d3)-6,7-dihydro-7,14-methanobenzo[f]benzo[4,5]imidazo[1,2-a][1,4]diazocin-5(14H)-one S1N=CN=C1C#CC1=CC2=C(N=C3N2[C@H]2C4=C(C(N([C@@H]3C2)C([2H])([2H])[2H])=O)C=CC=C4OC(F)F)C=C1